C1(=CC=CC=C1)S(=O)(=O)N1C=CC=2C1=NC=CC2C2=NN(N=C2C2=CC=C(C=C2)F)CCCO[Si](C)(C)C(C)(C)C 4-[1-(benzenesulfonyl)pyrrolo[2,3-b]pyridin-4-yl]-2-{3-[(tert-butyldimethylsilyl)oxy]propyl}-5-(4-fluorophenyl)-1,2,3-triazole